1,2,3,4-butanetetracarboxylic acid tetra(2-ethylcyclohexylamide) C(C)C1C(CCCC1)NC(=O)CC(C(CC(=O)NC1C(CCCC1)CC)C(=O)NC1C(CCCC1)CC)C(=O)NC1C(CCCC1)CC